O=C1N(C(CC1)=O)OC(CC)=O propionic acid-2,5-dioxopyrrolidin-1-yl ester